(4-{[(3-fluorophenyl)methyl]oxy}phenyl)methanamine FC=1C=C(C=CC1)COC1=CC=C(C=C1)CN